(E)-N-(3-methoxy-2-ethoxyphenyl)-2-(hydroxyimino)acetamide COC=1C(=C(C=CC1)NC(/C=N/O)=O)OCC